N1=NN=C2N=CC3=CC=CC(C3=C21)=O tetrazacyclopentanaphthalene-9-one